3-bromo-5-(2-ethyl-2H-indazole-3-carbonyl)-2-hydroxybenzonitrile BrC=1C(=C(C#N)C=C(C1)C(=O)C=1N(N=C2C=CC=CC12)CC)O